COC(C[C@H](NC(=O)OC(C)(C)C)C1=CC=C(C=C1)C1=CC=C(C2=CC=CC=C12)OCC1=CC=CC=C1)=O (S)-3-(4-(4-(benzyloxy)naphthalen-1-yl)phenyl)-3-((tert-butyloxycarbonyl)amino)propanoic acid methyl ester